N-benzyl-N-butylamine CCCCNCC1=CC=CC=C1